1-(3-((6a,7,9,10-tetrahydropyrazino[1,2-a]thieno[4,3,2-de]quinolin-8(6H)-yl)methyl)phenyl)imidazolidin-2-one C1=CC=C2C=3C(CC4N(C13)CCN(C4)CC=4C=C(C=CC4)N4C(NCC4)=O)=CS2